C1(=CC=CC=C1)C=C(CS(=O)(=O)C1=CC=C(C)C=C1)S(=O)(=O)C1=CC=C(C)C=C1 3-phenyl-1,2-di-p-toluenesulfonyl-2-propene